(rac)-tert-butyl 3-aminopyrrolidine-1-carboxylate N[C@H]1CN(CC1)C(=O)OC(C)(C)C |r|